N1N=C(C=C1)CNC(=O)N1CC2(CCN3N=C(C=C32)C=3C=NC2=CC=CC=C2C3)C1 N-[(1H-pyrazol-3-yl)methyl]-2'-(quinolin-3-yl)-5',6'-dihydrospiro[azetidine-3,4'-pyrrolo[1,2-b]pyrazole]-1-carboxamide